azo-di-isoheptanenitrile N(=NC(C#N)CCC(C)C)C(C#N)CCC(C)C